FC1=CC=C(C=C1)C1=NC(=NC(=C1)C1=CC=C(C=C1)OC)NC(CN1CCOCC1)=O N-(4-(4-fluorophenyl)-6-(4-methoxyphenyl)pyrimidin-2-yl)-2-morpholinoacetamide